O1C(=CC=C1)C=1C=CC(=C(C1)NC1=NC=NC2=CC(=C(C=C12)OC1CN(C1)C(C=C)=O)OC)OC 1-(3-((4-((5-(furan-2-yl)-2-methoxyphenyl)amino)-7-methoxy-quinazolin-6-yl)oxy)azetidin-1-yl)prop-2-en-1-one